(R)-(4-Chlorophenyl)(3-(6,7-dihydro-4H-pyrano[4,3-d]thiazol-2-yl)-8-methyl-5,6-Dihydro-[1,2,4]triazolo[4,3-a]pyrazin-7(8H)-yl)methanone ClC1=CC=C(C=C1)C(=O)N1[C@@H](C=2N(CC1)C(=NN2)C=2SC1=C(N2)CCOC1)C